C1(CCCC1)N1N=CC2=C1N=C(NC2=O)CC2=C(C=CC=C2)OCC(=O)N2CCN(CC2)CC 1-cyclopentyl-6-{2-[2-(4-ethyl-piperazin-1-yl)-2-oxo-ethoxy]-benzyl}-1,5-dihydro-pyrazolo[3,4-d]pyrimidin-4-one